CC=1C(=NC=CC1N)C dimethyl-pyridin-4-amine